C(C(C)(C)C)(=O)OC(C(CC(=O)OC(C(C)(C)C)=O)C(C)(C)C)=O tert-butyl-succinic acid dipivalyl ester